ClC1=CN=CC(=N1)OC1CCN(CC12CC2)C(=O)OC(C)(C)C tert-Butyl 8-((6-chloropyrazin-2-yl)oxy)-5-azaspiro[2.5]octane-5-carboxylate